tert-butyl (R)-4-(4-(6-amino-5-(1-(5-fluoro-2-(2H-1,2,3-triazol-2-yl)phenyl)ethoxy) pyridin-3-yl)-1H-pyrazol-1-yl)piperidine-1-carboxylate NC1=C(C=C(C=N1)C=1C=NN(C1)C1CCN(CC1)C(=O)OC(C)(C)C)O[C@H](C)C1=C(C=CC(=C1)F)N1N=CC=N1